CN(C(=O)C=1C=C(C=C2C(CN3C(C12)=C(C=N3)[N+](=O)[O-])OCOCC[Si](C)(C)C)C)C N,N,8-Trimethyl-1-nitro-6-((2-(trimethylsilyl)ethoxy)methoxy)-5,6-dihydropyrazolo[5,1-a]isoquinoline-10-carboxamide